(2,4,6-tri-tert-butylphenyl-2-butyl-2-ethyl)-1,3-propanediol phosphite P(O)(O)O.C(C)(C)(C)C1=C(C(=CC(=C1)C(C)(C)C)C(C)(C)C)CC(CCCC)C(CCO)O